CC=1C(=C2C=CN=C(C2=CC1)NC1=C(C=C(C=C1F)F)F)[N+](=O)[O-] 6-methyl-5-nitro-N-(2,4,6-trifluorophenyl)isoquinolin-1-amine